FC1=C(C=CC=2C=NSC21)NC2=NC=NC1=CC=C(C=C21)[C@@H]2CNCC2 7-fluoro-N-[6-[(3R)-pyrrolidin-3-yl]quinazolin-4-yl]-1,2-benzothiazol-6-amine